1,1-dimethylethyl [(1R)-2-({4-[(3,6-dimethyl-1,2-benzisoxazol-4-yl)oxy]phenyl}amino)-1-methyl-2-oxoethyl]carbamate CC1=NOC2=C1C(=CC(=C2)C)OC2=CC=C(C=C2)NC([C@@H](C)NC(OC(C)(C)C)=O)=O